4-benzyloxy-2-methyl-6-[2-(trifluoromethyl)-5-[4-(trifluoromethyl)cyclohexyl]-4-pyridinyl]pyridine C(C1=CC=CC=C1)OC1=CC(=NC(=C1)C1=CC(=NC=C1C1CCC(CC1)C(F)(F)F)C(F)(F)F)C